2-(2,6-dioxopiperidin-3-yl)-4-fluoro-6-((4-(2-fluoro-5-((4-oxo-3,4-dihydrophthalazine-1-yl)methyl)benzoyl)piperazin-1-yl)methyl)isoindoline-1,3-dione O=C1NC(CCC1N1C(C2=CC(=CC(=C2C1=O)F)CN1CCN(CC1)C(C1=C(C=CC(=C1)CC1=NNC(C2=CC=CC=C12)=O)F)=O)=O)=O